Ferrous citrate monohydrate O.C(CC(O)(C(=O)[O-])CC(=O)[O-])(=O)[O-].[Fe+2].C(CC(O)(C(=O)[O-])CC(=O)[O-])(=O)[O-].[Fe+2].[Fe+2]